C(C)(=O)C1=CC=C(C=C1)N1CN2N(CC=C3C2C=2C=CC(=CC2OC3(C)C)C=3C(=NN(C3C)CC)C)C1 2-(4-acetylphenyl)-10-(1-ethyl-3,5-dimethyl-1H-Pyrazol-4-yl)-7,7-dimethyl-5,12b-dihydro-1H,7H-chromeno[4,3-c][1,2,4]triazolo[1,2-a]Pyridazine